IC1=C(C(=O)NCCC2=CC=C(C=C2)OC)C=CC=C1 2-iodo-N-(4-methoxyphenylethyl)benzamide